S(=O)(=O)(OCCCCCCCCCCCCCCCCCCCCCCCCCCCC)[O-] octacosanyl sulfate